C[Si](CCOCN1N=CC(=C1)C1=CC2=C(C(=N1)O)C=CS2)(C)C 6-(1-((2-(trimethylsilyl)ethoxy)methyl)-1H-pyrazol-4-yl)thieno[3,2-c]pyridin-4-ol